(R/S)-N-(5-(propanoyl-3,3,3-d3)-4-((2,3,4,5-tetramethyl-4,5-dihydro-3H-imidazo[4,5-c]quinolin-6-yl)amino)pyridin-2-yl)cyclopropanecarboxamide C(CC([2H])([2H])[2H])(=O)C=1C(=CC(=NC1)NC(=O)C1CC1)NC1=CC=CC=2C3=C([C@H](N(C12)C)C)N(C(=N3)C)C |r|